2-(((trans)-4-(dibenzylamino)cyclohexyl)oxy)ethyl-5,5-difluoropiperidine-1-carboxylate C(C1=CC=CC=C1)N([C@@H]1CC[C@H](CC1)OCCOC(=O)N1CCCC(C1)(F)F)CC1=CC=CC=C1